N1(N=CC=C1)C(CC(=O)O)C 3-(1H-pyrazol-1-yl)butyric acid